7-(2-amino-5-methylbenzo-[d]thiazol-4-yl)-6-chloro-4-(6,6-difluoro-1,4-diazepan-1-yl)-2-((tetrahydro-1H-pyrrolizin-7a(5H)-yl)meth-oxy)quinazolin-8-ol NC=1SC2=C(N1)C(=C(C=C2)C)C2=C(C=C1C(=NC(=NC1=C2O)OCC21CCCN1CCC2)N2CCNCC(C2)(F)F)Cl